C(=O)(O)C(=C(C=C(C1=CC=CC=C1)C1=CC=CC=C1)CC(C)(C)C)C(=O)O 1,1-dicarboxy(2,2'-dimethyl-propyl)-4,4-diphenyl-butadiene